CP(C1=C(SC=C1P(C)C)C1=CC=C(C=C1)CC)C 3,4-bis(dimethylphosphino)-2-(4-ethylphenyl)thiophene